3-[4-[4-(methylamino)-1-piperidyl]indolin-1-yl]piperidine-2,6-dione CNC1CCN(CC1)C1=C2CCN(C2=CC=C1)C1C(NC(CC1)=O)=O